2-(2-(2-(2-(4-((tert-butoxycarbonyl)amino)-3-methoxyphenoxy)ethoxy)ethoxy)ethoxy)ethyl 4-methylbenzenesulfonate CC1=CC=C(C=C1)S(=O)(=O)OCCOCCOCCOCCOC1=CC(=C(C=C1)NC(=O)OC(C)(C)C)OC